Cl.COC=1C=C2CCN3[C@@H](C2=CC1OC)C[C@H]([C@@H](C3)CC(C)C)CO [(2R,3S,11bR)-9,10-Dimethoxy-3-(2-methylpropyl)-1H,2H,3H,4H,6H,7H,11bH-pyrido[2,1-a]isoquinolin-2-yl]methanol HCl salt